1-octyl-dimethyl-methoxysilane C(CCCCCCC)CO[SiH](C)C